ClC=1C=CC(=C(C1)[C@@H]1[C@H](C1)C(=O)NC=1N=NC=C(C1)NCC=1N=C2N(C=C(C=C2)C2CC2)C1)C#N |r| rac-(1S*,2S*)-2-(5-chloro-2-cyanophenyl)-N-(5-(((6-cyclopropylimidazo[1,2-a]pyridin-2-yl)methyl)amino)pyridazin-3-yl)cyclopropane-1-carboxamide